4-(10-(Naphthalen-1-yl)anthracen-9-yl)phenyl-boric acid C1(=CC=CC2=CC=CC=C12)C1=C2C=CC=CC2=C(C2=CC=CC=C12)C1=CC=C(C=C1)OB(O)O